C#CCCCCCCCCCCCCCCCCCCCCCCCCCCCCCCCCCCCCCC tetracontyne